4-((7-((adamantan-1-yl)amino)heptyl)amino)-2-(2,6-dioxopiperidin-3-yl)-5-fluoroisoindoline-1,3-dione C12(CC3CC(CC(C1)C3)C2)NCCCCCCCNC2=C3C(N(C(C3=CC=C2F)=O)C2C(NC(CC2)=O)=O)=O